BrC=1C=C(C(=C(C1)NC(C1=C(C=C(C=C1)Cl)Cl)=O)C)C=1OC2=C(N1)C=CC(=C2)Cl N-(5-bromo-3-(6-chlorobenzo[d]oxazol-2-yl)-2-methylphenyl)-2,4-dichlorobenzamide